NC1=NC=C(C=C1C=1C=C2C=CN=C(C2=CC1)N(C)C)Br 6-(2-amino-5-bromopyridin-3-yl)-N,N-dimethylisoquinolin-1-amine